4-(1-((5-cyclopropyl-7-methyl-1H-indol-4-yl)methyl)-4-(5-azaspiro[2.3]hexan-5-yl)piperidin-2-yl)benzoic acid C1(CC1)C=1C(=C2C=CNC2=C(C1)C)CN1C(CC(CC1)N1CC2(CC2)C1)C1=CC=C(C(=O)O)C=C1